C(C(=O)O)(=O)O.C(C)OC(=O)[C@@H]1NC[C@@H](CC1)NOCC1=CC=CC=C1 (2r,5r)-5-(benzyloxyamino)-piperidine-2-carboxylic acid ethyl ester oxalate